C(C)(C)C=1C=CC(=C2C=NC(=NC12)NC1=CC(=NC=C1)N1C[C@H]([C@@H](CC1)OC)O)N1[C@@H]([C@H](C1)CS(=O)(=O)C)C (3R,4R)-1-(4-((8-isopropyl-5-((2R,3S)-2-methyl-3-((methylsulfonyl)methyl)azetidin-1-yl)quinazolin-2-yl)amino)pyridin-2-yl)-4-methoxypiperidin-3-ol